CC1COC2(N(C1=O)C(C)C)C=CC(C=C2)=O 3-methyl-5-isopropyl-1-oxa-5-azaspiro[5.5]undec-7,10-diene-4,9-dione